tert-Butyl 3-(4-(ethoxycarbonyl)phenoxy)azetidine-1-carboxylate C(C)OC(=O)C1=CC=C(OC2CN(C2)C(=O)OC(C)(C)C)C=C1